NC1=NC=NN2C1=C(C=C2C=2C=C(C(=C(C(=O)N[C@@H]1CN(C[C@@H]1F)C(=O)C1CC(C1)(F)F)C2)CC)F)C(F)(F)F 5-[4-amino-5-(trifluoromethyl)pyrrolo-[2,1-f][1,2,4]triazin-7-yl]-N-[(3R,4S)-1-(3,3-difluorocyclobutanecarbonyl)-4-fluoropyrrolidin-3-yl]-2-ethyl-3-fluorobenzamide